ClC1=C(C(=O)N[C@H]2[C@H]3CC[C@@H](C2)N3C#N)C=CC(=C1)C1=CC=NN1C 2-chloro-N-((1R,2R,4S)-7-cyano-7-azabicyclo[2.2.1]heptan-2-yl)-4-(1-methyl-1H-pyrazol-5-yl)benzamide